C(C)(C)(C)OC(=O)N1CCC(=CC1)C1=CN(C(=C1)C(=O)OC)C 4-(5-methoxycarbonyl-1-methyl-1H-pyrrol-3-yl)-3,6-dihydro-2H-pyridine-1-carboxylic acid tert-butyl ester